8-amino-N-(4-{2-[4-(azepan-1-yl)piperidin-1-yl]-2-oxoethyl}-1,3-thiazol-2-yl)-4,4-dimethyl-4,5-dihydro-1H-pyrazolo[4,3-H]quinazoline-3-carboxamide NC1=NC=2C3=C(C(CC2C=N1)(C)C)C(=NN3)C(=O)NC=3SC=C(N3)CC(=O)N3CCC(CC3)N3CCCCCC3